(13S,13aR)-2,3,9,10-tetramethoxy-13-methyl-5,6,7,8,13,13a-hexahydroisoquinolino[2,1-b]isoquinoline maleate C(\C=C/C(=O)O)(=O)O.COC=1C(=CC=2CCN3CC=4C(=C(C=CC4[C@@H]([C@@H]3C2C1)C)OC)OC)OC